F[C@H]1[C@H](C[C@@]2(CC[C@H]1N2)C)C(=C)C=2N=NC(=CN2)C2=C(C=C(C=C2)N2N=CC(=C2)F)O 2-(3-(1-((1S,3R,4S,5R)-4-fluoro-1-methyl-8-azabicyclo[3.2.1]octan-3-yl)vinyl)-1,2,4-triazin-6-yl)-5-(4-fluoro-1H-pyrazol-1-yl)phenol